tert-butyl 4-[(R)-[(6-isopropoxy-3-pyridyl)sulfonylamino]-phenyl-methyl]piperidine-1-carboxylate C(C)(C)OC1=CC=C(C=N1)S(=O)(=O)N[C@H](C1CCN(CC1)C(=O)OC(C)(C)C)C1=CC=CC=C1